trinonanoate CCCCCCCCC(=O)OCC(COC(=O)CCCCCCCC)OC(=O)CCCCCCCC